2-((2,2'-dimethyl-[1,1'-biphenyl]-4-yl)oxy)-4-methyl-5-nitropyridine CC1=C(C=CC(=C1)OC1=NC=C(C(=C1)C)[N+](=O)[O-])C1=C(C=CC=C1)C